C1(CCCC1)N1C(N(C=2C1=C1C(=NC2)NC(=C1C=1C=C2C=NN(C2=CC1)C)C=1C=NC(=CC1)OC=1C=NC=CC1)C)=O 1-Cyclopentyl-3-methyl-8-(1-methyl-1H-indazol-5-yl)-7-(6-(pyridin-3-yloxy)pyridin-3-yl)-3,6-dihydroimidazo[4,5-d]pyrrolo[2,3-b]pyridin-2(1H)-on